CC1=C(OC(=CC1=O)C)OC(C1=CC=CC=C1)=O dl-m-methylbenzoyloxy-6-methyl-4H-pyran-4-one